Cl.N1CCC(CC1)C(=O)OC methyl piperidine-4-carboxylate hydrochloride salt